6-(acryloxyhexyloxy)-4-methylcoumarin C(C=C)(=O)OCCCCCCOC=1C=C2C(=CC(OC2=CC1)=O)C